4-(4-methoxy-3-methyl-phenyl)bicyclo[2.2.2]octane-1-carbaldehyde COC1=C(C=C(C=C1)C12CCC(CC1)(CC2)C=O)C